CC(CS)(CS)C 2,2-dimethylpropane-1,3-dithiol